4'-phenylthiophenyl-propiophenone C1(=CC=CC=C1)C1=CC=C(C=C1)C(C(C)C=1SC=CC1)=O